NC1=NN2C(C=C(C=C2)C=2C=C(C(=C(C(=O)NCCC(C)(C3=CC=CC=C3)O)C2)C)F)=N1 5-(2-amino-[1,2,4]triazolo[1,5-a]pyridin-7-yl)-3-fluoro-N-(3-hydroxy-3-phenylbutyl)-2-methylbenzamide